((R)-1-((R)-4-oxo-2-(pyrazine-2-carboxamido)-4-(pyrrolidin-1-yl)butanamido)-4-phenylbutyl)boronic acid O=C(C[C@H](C(=O)N[C@@H](CCCC1=CC=CC=C1)B(O)O)NC(=O)C1=NC=CN=C1)N1CCCC1